C(CCCCCCCCCCCCCCCCC)(=O)OC[C@@H](OC(CCCCCCCCCCCCCCCCC)=O)COP(=O)([O-])OCC[N+](C)(C)C 1,2-di-stearoyl-sn-glycero-3-phosphocholine